O=S1(C(CCC1)CC=1C(=NC=C(C#N)C1)CO)=O 5-((1,1-dioxidotetrahydrothiophen-2-yl)methyl)-6-(hydroxymethyl)nicotinonitrile